N1[C@@H](CC1)COC1=NC=2C[C@@H](CCC2C(=N1)N1C[C@@H](N(CC1)C(=O)OCC1=CC=CC=C1)CC#N)N1CCCC2=CC=C(C=C12)F benzyl (S)-4-((R)-2-(((S)-azetidin-2-yl)methoxy)-7-(7-fluoro-3,4-dihydroquinolin-1(2H)-yl)-5,6,7,8-tetrahydroquinazolin-4-yl)-2-(cyanomethyl)piperazine-1-carboxylate